N1N=C(C=C1)CC=1SC2=C(N(C=3C(N(N=CC32)CC=3C(=NC=CC3)OC)=O)C)N1 2-((1H-pyrazol-3-yl)methyl)-6-((2-methoxy-pyridin-3-yl)methyl)-4-methyl-4H-thiazolo[5',4':4,5]pyrrolo[2,3-d]pyridazin-5(6H)-one